OC(=O)C(F)(F)F.FC1=CC=C(C=C1)C1=C(C=C(C(=C1)C1=NN(C=C1)C)CN)OC (4'-fluoro-2-methoxy-5-(1-methyl-1H-pyrazol-3-yl)-[1,1'-biphenyl]-4-yl)methanamine TFA salt